styrenecitraconic acid C(=CC1=CC=CC=C1)/C(=C(/C(=O)O)\C)/C(=O)O